5-(di-tert-butylphosphino)-1-(naphthalen-1-yl)-1H-pyrazole C(C)(C)(C)P(C1=CC=NN1C1=CC=CC2=CC=CC=C12)C(C)(C)C